ClC1=CC=CC(=N1)C1=NC(=NC(=N1)NC=1C=NC=C(C1)F)NC1C2COCC12 (6-chloro-pyridin-2-yl)-N-(5-fluoro-pyridin-3-yl)-N'-(3-oxa-bicyclo[3.1.0]hex-6-yl)-[1,3,5]triazine-2,4-diamine